COC(COC=1C=CC(=C(C1)NC(C(=O)O)C)C)=O ((5-(2-methoxy-2-oxoethoxy)-2-methylphenyl)amino)propanoic acid